3-(1-naphthyl)-5-(phosphonomethyl)-DL-phenylalanine C1(=CC=CC2=CC=CC=C12)C=1C=C(C[C@H](N)C(=O)O)C=C(C1)CP(=O)(O)O |r|